ClC1=C(C=CC(=C1)CNCCC(=O)NCCCNC1=C2C=NNC2=CC(=C1)C1=CC(=NC=C1)C)C1=CC=CC=C1 3-(((2-Chloro-[1,1'-biphenyl]-4-yl)methyl)amino)-N-(3-((6-(2-methylpyridin-4-yl)-1H-indazol-4-yl)amino)propyl)propanamide